C(C)(C)C=1C=C(C=CC1)[Mg]Br (3-isopropylphenyl)magnesium bromide